ClC=1C=NC(=C(C(=O)NC2CCC(CC2)CN2C(N(C3=C2C=CC=C3)C=3C=NC(=CC3)OC[C@@H](C)O)=O)C1)C 5-chloro-N-((1R,4r)-4-((3-(6-((R)-2-hydroxypropoxy)pyridin-3-yl)-2-oxo-2,3-dihydro-1H-benzo[d]imidazol-1-yl)methyl)cyclohexyl)-2-methylnicotinamide